C(C)OC1=CC=C(C=C1)C1=CC(=CC=2CNS(OC21)(=O)=O)F 8-(4-ethoxyphenyl)-6-fluoro-3,4-dihydrobenzo[e][1,2,3]oxathiazine 2,2-dioxide